3-(tosyloxy)propanoate S(=O)(=O)(C1=CC=C(C)C=C1)OCCC(=O)[O-]